COC([C@H](C[C@@H]1OC2=C(NC1=O)C=CC=C2)NC(=O)OC(C)(C)C)=O.N2=CC=CC1=CC(=CC=C21)CC(=O)NC=2SC(=CN2)C(F)(F)F 2-(quinolin-6-yl)-N-(5-(trifluoromethyl)thiazol-2-yl)acetamide methyl-(2S)-2-(tert-butoxycarbonylamino)-3-[(2S)-3-oxo-4H-1,4-benzoxazin-2-yl]propanoate